[(3-chloro-2-methoxyphenyl)amino]-2-(3-{2-[(3R)-4-(prop-2-enoyl)morpholin-3-yl]ethynyl}pyridin-4-yl)-1H,5H,6H,7H-pyrrolo[3,2-c]pyridin-4-one ClC=1C(=C(C=CC1)NN1C(=CC=2C(NCCC21)=O)C2=C(C=NC=C2)C#C[C@H]2N(CCOC2)C(C=C)=O)OC